2-(4-(6-(1H-imidazol-1-yl)pyridin-3-yl)-1H-1,2,3-triazol-1-yl)-N-(3-(tert-butyl)-1-(pyridin-3-yl)-1H-pyrazol-5-yl)acetamide N1(C=NC=C1)C1=CC=C(C=N1)C=1N=NN(C1)CC(=O)NC1=CC(=NN1C=1C=NC=CC1)C(C)(C)C